2,4-dihydroxy-5-isopropyl-N-methyl-N-(quinolin-5-yl)benzamide OC1=C(C(=O)N(C2=C3C=CC=NC3=CC=C2)C)C=C(C(=C1)O)C(C)C